1-((3ar,5r,6as)-5-(6-chloro-1H-indazol-4-yl)-5-hydroxycyclopenta[c]pyrrol-2(1H)-yl)ethanone ClC1=CC(=C2C=NNC2=C1)C1(C=C2C(CN(C2)C(C)=O)=C1)O